Cl.ClC1=C(C=CC=C1Cl)N1CCNCC1 1-(2,3-dichlorophenyl)piperazine hydrochloride